N1(C=NC=C1)CCN(C=1N=C(C=2N=C(N=CC2N1)N(CCOC)CCOC)N1CCC(CC1)OC)CCOC 6-((2-(1H-imidazol-1-yl)ethyl)(2-methoxyethyl)amino)-2-(bis(2-methoxyethyl)amino)-8-(4-methoxypiperidin-1-yl)pyrimido[5,4-d]pyrimidin